C(C([2H])([2H])[2H])(N1C(N(C2=NC(=NC=C12)NC1=CC(=C(C(=O)N)C=C1C)F)C1CCOCC1)=O)([2H])[2H] 4-((7-(ethyl-d5)-8-oxo-9-(tetrahydro-2H-pyran-4-yl)-8,9-dihydro-7H-purin-2-yl)amino)-2-fluoro-5-methylbenzamide